(R)-5-(4-chlorophenyl)-N-(3-(1-(2-(4-methyl-2-oxo-1,2-dihydroquinolin-6-yl)acetyl)piperidin-4-yl)-1-(methylamino)-1-oxopropan-2-yl)picolinamide ClC1=CC=C(C=C1)C=1C=CC(=NC1)C(=O)N[C@@H](C(=O)NC)CC1CCN(CC1)C(CC=1C=C2C(=CC(NC2=CC1)=O)C)=O